[Ce].O=C1NC=CC2=C1N=NC(=C2)C2(CC2)C(=O)N (8-oxo-7,8-dihydropyrido[3,4-c]pyridazin-3-yl)cyclopropanecarboxamide Cerium